butyl-nitrophenol C(CCC)C=1C(=C(C=CC1)O)[N+](=O)[O-]